C(C=C)N(C1=NC(=NC(=N1)S)S)CC=C 2-diallylamino-4,6-dimercapto-s-triazine